C1OCC12CCC(CC2)OC2=NC=CC(=N2)C2=CN=C(S2)NC2=NC=C(C=N2)CN2C1(CCC1)CN(CC2)C(=O)OCCCC butyl 5-[(2-{[5-(2-{2-oxaspiro[3.5]nonan-7-yloxy}pyrimidin-4-yl)-1,3-thiazol-2-yl] amino}pyrimidin-5-yl)methyl]-5,8-diazaspiro[3.5]nonane-8-carboxylate